OC[C@H](C1=CC=CC=C1)NC1=NC(=NC=C1C(=O)NC)NC=1C=C2CCNC(C2=CC1)=O 4-[[(1S)-2-hydroxy-1-phenyl-ethyl]amino]-N-methyl-2-[(1-oxo-3,4-dihydro-2H-isoquinolin-6-yl)amino]pyrimidine-5-carboxamide